4-(4-amino-6-(4-(2-fluoroacrylamido)phenyl)pyrazolo[5,1-f][1,2,4]triazin-5-yl)-N-(2,2-difluoroethyl)-2-methoxybenzamide NC1=NC=NN2C1=C(C(=N2)C2=CC=C(C=C2)NC(C(=C)F)=O)C2=CC(=C(C(=O)NCC(F)F)C=C2)OC